C(C=C)(=O)N1C[C@@H](N(CC1)C=1C2=C(N(CN1)C=1C(=NC(=CC1C)N)C(C)C)N=C(C(=C2)Cl)C2=C(C=CC=C2)F)C (S)-4-(4-Acryloyl-2-methylpiperazin-1-yl)-1-(6-amino-2-isopropyl-4-methylpyridin-3-yl)-6-chloro-7-(2-fluorophenyl)pyrido[2,3-d]pyrimidin